1-(4-(3-hydroxypyrrolidin-1-yl)indolin-1-yl)-2-((2-methyl-5-(3-methyl-1,2,4-oxadiazol-5-yl)phenyl)amino)ethan-1-one OC1CN(CC1)C1=C2CCN(C2=CC=C1)C(CNC1=C(C=CC(=C1)C1=NC(=NO1)C)C)=O